S1C=NC2=C1C=C(C=C2)S(=O)(=O)N2N=C1C(=C2)CN(C1)C(=O)[C@@]1(COCC1)C=1C=NC(=CC1)C (R)-(2-(benzo[d]thiazol-6-ylsulfonyl)-2,6-dihydropyrrolo[3,4-c]pyrazol-5(4H)-yl)(3-(6-methylpyridin-3-yl)tetrahydrofuran-3-yl)methanone